[Mg].C(C)C(CC(C(=O)O)C(=O)O)CCC 2-(2-ethylpentyl)malonic acid magnesium